ethyl 4-(6-(4-((5-chloro-3-fluoropyridin-2-yl) oxy) phenyl) pyrazin-2-yl)-3-oxobutanoate ClC=1C=C(C(=NC1)OC1=CC=C(C=C1)C1=CN=CC(=N1)CC(CC(=O)OCC)=O)F